NC1=CC(=C(C=C1)CCN1[C@H](OCC1=O)C1=NN(C=C1C1=CC=C(C=C1)F)C1=CC=C(C=C1)Br)F (2R)-3-(4-amino-2-fluorophenylethyl)-2-(1-(4-bromophenyl)-4-(4-fluorophenyl)-1H-pyrazol-3-yl)oxazolidin-4-one